8-methyl-2,4-dioxo-2,4-dihydro-1H-benzo[d][1,3]-oxazine-6-carbonitrile CC1=CC(=CC2=C1NC(OC2=O)=O)C#N